4-[(Z)-3-((R)-3-methylpyrrolidin-1-yl)propenyl]Benzene C[C@H]1CN(CC1)C\C=C/C1=CC=CC=C1